1,2,3,3-tetramethyl-3H-indole bromide [Br-].CN1C(C(C2=CC=CC=C12)(C)C)C